3-(5-((3-((4'-chloro-5,5-dimethyl-3,4,5,6-tetrahydro-[1,1'-biphenyl]-2-yl)methyl)-3,6-diazabicyclo[3.1.1]heptane-6-yl)methyl)-4-fluoro-1-oxoisoindolin-2-yl)piperidine-2,6-dione ClC1=CC=C(C=C1)C1=C(CCC(C1)(C)C)CN1CC2N(C(C1)C2)CC=2C(=C1CN(C(C1=CC2)=O)C2C(NC(CC2)=O)=O)F